FC1=C(C=CC(=C1)OC)C=1CCCC2=C(C1C1=CC=C(C=C1)CC1CN(C1)CCCF)C=CC=C2 8-(2-Fluoro-4-methoxyphenyl)-9-(4-((1-(3-fluoropropyl)azetidin-3-yl)methyl)phenyl)-6,7-dihydro-5H-benzo[7]annulen